ethyl (5S)-2-[[(1R,2R)-2-fluorocyclopropanecarbonyl]amino]-5-[[2-methyl-5-(trifluoromethyl)pyrazol-3-yl]iminomethyleneamino]-4,5,6,7-tetrahydrobenzothiophene-3-carboxylate F[C@H]1[C@H](C1)C(=O)NC=1SC2=C(C1C(=O)OCC)C[C@H](CC2)N=C=NC=2N(N=C(C2)C(F)(F)F)C